methyl 2-formyl-5-methoxy-6-oxo-1,6-dihydropyrimidine-4-carboxylate C(=O)C=1NC(C(=C(N1)C(=O)OC)OC)=O